dipropan-2-yl ({[(2S)-2-{[(4-bromophenyl)carbamoyl]amino}pentanoyl]amino}methyl)phosphonate BrC1=CC=C(C=C1)NC(=O)N[C@H](C(=O)NCP(OC(C)C)(OC(C)C)=O)CCC